3-(4-amino-7H-pyrrolo[2,3-d]pyrimidin-7-yl)-1,5-dimethylcyclopentane-1,2-diol NC=1C2=C(N=CN1)N(C=C2)C2C(C(C(C2)C)(O)C)O